tert-butyl {4-[(1S)-1-aminoethyl]cuban-1-yl}carbamate N[C@@H](C)C12C3C4C5(C(C14)C2C53)NC(OC(C)(C)C)=O